ClC=1C=CC(=C(C=O)C1)C1=C(C=CC=C1)C#N 5-chloro-2-(2-cyanophenyl)benzaldehyde